Br.NCC1=CC=C(C=C1)CN 1,4-bis(aminomethyl)benzene HBr